C(C)(C)C1=C(C(=CC=C1)C(C)C)C1=NC(=CC=C1)CP(CC)CC 2-(2,6-diisopropylphenyl)-6-(diethylphosphinomethyl)pyridine